C(C)(C)(C)[C@@H]1CC=2C=C3C(=NC2CC1)SC(=N3)C(=O)N[C@H](CCN3CCC(CC3)O)C3=CC=C(C=C3)C3=NSN=C3 (7S)-7-tert-butyl-N-[(1R)-3-(4-hydroxy-1-piperidyl)-1-[4-(1,2,5-thiadiazol-3-yl)phenyl]propyl]-5,6,7,8-tetrahydrothiazolo[5,4-b]quinoline-2-carboxamide